C(C)(C)(C)OC(=O)N1[C@@H](C[C@](C1)(F)CN=[N+]=[N-])C(=O)OCC1=CC=CC=C1 (2S,4R)-4-(azidomethyl)-4-fluoropyrrolidine-1,2-dicarboxylic acid 2-benzyl ester 1-tert-butyl ester